BrC=1C=C(C#N)C(=CN1)OC(C)C 2-bromo-5-isopropoxyisonicotinonitrile